C1(CCCCC1)CC(=O)O[C@@H]1[C@H](O[C@@]([C@@H]1O)(C#N)C1=CC=C2C(=NC=NN21)N)COC(CC2(CCCCC2)N)=O (2R,3S,4R,5R)-2-((2-(1-aminocyclohexyl)acetoxy)methyl)-5-(4-aminopyrrolo[2,1-f][1,2,4]triazin-7-yl)-5-cyano-4-hydroxytetrahydrofuran-3-yl 2-cyclohexylacetate